ClC=1C=C2C(OCC=3C=CC(=CC3C3=CC(=C(C(NS(C(C1OC)=C2)(=O)=O)=C3)OC)F)F)=O 13-chloro-4,20-difluoro-14,19-dimethoxy-16,16-dioxo-9-oxa-16λ6-thia-17-azatetracyclo[16.3.1.111,15.02,7]tricosa-1(21),2(7),3,5,11,13,15(23),18(22),19-nonaen-10-one